ethyl 4-(6-methylpyridin-3-yl)-quinoline-3-carboxylate CC1=CC=C(C=N1)C1=C(C=NC2=CC=CC=C12)C(=O)OCC